3-(((4-(cyclopentyloxy)-2,3,5,6-tetrafluorophenoxy)methyl)thio)-5,5-dimethyl-4,5-dihydroisoxazole C1(CCCC1)OC1=C(C(=C(OCSC2=NOC(C2)(C)C)C(=C1F)F)F)F